FC=1C=CC=C2C(N(C(NC12)=S)C1=C(C=CC=C1)OC(C)C)=O 8-fluoro-3-(2-isopropoxyphenyl)-2-thioxo-2,3-dihydro-quinazolin-4(1H)-one